C(CCCCCCC\C=C/CCCCCCCC)(=O)OCCOCCOCCOCCCCCC 2-(2-(2-(hexyloxy)ethoxy)ethoxy)ethyl oleate